CN1C(CCC1)CC1=NC=C2N1C=CC=C2 3-((1-Methylpyrrolidin-2-yl)methyl)imidazo[1,5-a]pyridine